ClC1=C(OC=2C=CC(=C(C2)S(=O)(=O)NC2CC(C2)O)O)C(=CC(=C1)N1N=C(C(NC1=O)=O)C(F)F)Cl 5-(2,6-dichloro-4-(6-(difluoromethyl)-3,5-dioxo-4,5-dihydro-1,2,4-triazin-2(3H)-yl)phenoxy)-2-hydroxy-N-((1r,3r)-3-hydroxycyclobutyl)benzenesulfonamide